(E)-N-(2-(4,6-Dihydroxy-2,3-dimethylbenzoyl)-6-methylisoindolin-4-yl)-4-(dimethylamino)-N-methylbut-2-enamide OC1=C(C(=C(C(=O)N2CC3=CC(=CC(=C3C2)N(C(\C=C\CN(C)C)=O)C)C)C(=C1)O)C)C